Tert-butyl 2-(3,5-dichloro-4-(hydroxy(3-isopropyl-4-(methoxymethoxy)phenyl) methyl)phenoxy)acetate ClC=1C=C(OCC(=O)OC(C)(C)C)C=C(C1C(C1=CC(=C(C=C1)OCOC)C(C)C)O)Cl